C12OCCN(C2C1)C(=O)C=1C2=C(N(N1)C1=CC=C(C=C1)CN1CCOCC1)C=1C(=CC=CC1S(C2)(=O)=O)C 2-oxa-5-azabicyclo[4.1.0]hept-5-yl-(9-methyl-1-(4-(morpholinylmethyl)phenyl)-5,5-dioxido-1,4-dihydrothiochromeno[4,3-c]pyrazol-3-yl)methanone